C(C)O[Si](CCCSC(C(=O)O)CC(=O)O)(OCC)OCC 2-(3-triethoxysilylpropylthio)succinic acid